N1=C(C=CC=2CCCNC12)CCCCCCC(CC(=O)O)C=1C=NC(=NC1)C(F)(F)F 9-(5,6,7,8-tetrahydro-1,8-naphthyridin-2-yl)-3-(2-(trifluoromethyl)pyrimidin-5-yl)nonanoic acid